C(C)NC1=C(C=C(C(=O)OC)C=C1[N+](=O)[O-])OC methyl 4-(ethylamino)-3-methoxy-5-nitrobenzoate